[Na+].[Na+].[Na+].C(C(CC(=O)[O-])C(=O)[O-])C(=O)[O-] 1,2,3-propanetricarboxylic acid trisodium salt